C(C)(C)(C)N1CCN(CC1)C1=C(C=C(C=C1)B1OC(C(O1)(C)C)(C)C)F (tert-butyl)-4-(2-fluoro-4-(4,4,5,5-tetramethyl-1,3,2-dioxaborolan-2-yl)phenyl)piperazine